2-((4-(2-ethoxy-2-oxoethyl)-2-nitrophenyl)amino)-2-oxoethane C(C)OC(CC1=CC(=C(C=C1)NC(C)=O)[N+](=O)[O-])=O